rac-4-((2R,3S,5R)-3-(3,4-difluoro-2-methoxyphenyl)-5-methyl-5-(trifluoromethyl)tetrahydrothiophene-2-carboxamido)picolinamide FC=1C(=C(C=CC1F)[C@H]1[C@@H](S[C@](C1)(C(F)(F)F)C)C(=O)NC1=CC(=NC=C1)C(=O)N)OC |r|